(rac)-5-bromo-3-[1-(5-chloro-3-fluoropyridin-2-yl)ethoxy]pyridin-2-amine BrC=1C=C(C(=NC1)N)O[C@H](C)C1=NC=C(C=C1F)Cl |r|